C1=C(C=C(C=C1C#N)F)C#N 3,5-dicyanofluorobenzene